oxoethane O=CC